5-(4-amino-1-(3,3-difluorocyclobutyl)-7-oxo-6,7-dihydro-1H-pyrrolo[2,3-d]pyridazin-3-yl)pyridin-2-yl(methyl)-5-fluoro-2-methoxybenzamide NC=1C2=C(C(NN1)=O)N(C=C2C=2C=CC(=NC2)C2=C(C(=C(C(=O)N)C=C2F)OC)C)C2CC(C2)(F)F